N1CNCC2=CC=C3C(=C12)C=1C=CC=CC1N3 TETRAHYDROINDOLOQUINAZOLINE